5-((dimethylamino)methylene)-2-methyl-2-(1-((2-(trimethylsilyl)ethoxy)methyl)-1H-pyrazol-3-yl)cyclopentane-1-one CN(C)C=C1CCC(C1=O)(C1=NN(C=C1)COCC[Si](C)(C)C)C